N-(4-nitrophenyl)-2-(trifluoromethyl)-3H-imidazo[4,5-c]pyridine-7-carboxamide [N+](=O)([O-])C1=CC=C(C=C1)NC(=O)C=1C2=C(C=NC1)NC(=N2)C(F)(F)F